Dihydroxyoctanoic acid OC(C(=O)O)(CCCCCC)O